1-((3,5-dimethoxyphenyl)ethynyl)-3-(azetidin-3-yl)imidazo[1,5-a]pyrazin-8-amine COC=1C=C(C=C(C1)OC)C#CC=1N=C(N2C1C(=NC=C2)N)C2CNC2